N[C@H](CCC(=O)OC(C)(C)C)C(NCC1=CC=C(C=C1)C(F)(F)F)=O (R)-tert-butyl 4-amino-5-oxo-5-((4-(trifluoromethyl)benzyl)amino)pentanoate